1,3-Di(di-tert-butylphosphino)propane C(C)(C)(C)P(CCCP(C(C)(C)C)C(C)(C)C)C(C)(C)C